2-chloro-4-fluorodichlorobenzene ClC1=C(C=CC(=C1Cl)F)Cl